ClC=1C=C(C=CC1)C=1OC(=C(N1)C(=O)NCCN(C)C)C1=C(C=CC=C1)[N+](=O)[O-] 2-(3-chlorophenyl)-N-(2-(dimethylamino)ethyl)-5-(2-nitrophenyl)Oxazole-4-carboxamide